S-(phenyl)thianthrenium C1(=CC=CC=C1)[S+]1C=2C=CC=CC2SC2=CC=CC=C12